ethyl 1-(bicyclo[1.1.1]pent-1-yl)-1H-imidazole-4-carboxylate C12(CC(C1)C2)N2C=NC(=C2)C(=O)OCC